C(C)(C)(C)[Si](CCl)(CCl)C(C)(C)C di-t-butylbis(chloromethyl)silane